CN1N=NN=C1S 1-methyl-5-mercapto-1H-tetrazole